Cis-N-BOC-4-aminocyclohexanol C(=O)(OC(C)(C)C)N[C@H]1CC[C@H](CC1)O